C(C1CO1)OC(=O)C1CC=CCC1C(=O)OCC1CO1 cyclohexene-4,5-dicarboxylic acid diglycidyl ester